[Cl-].C1(=CC=CC=C1)C1=NN2C(C[NH2+]CC2)=C1C1=CC=NC=C1 2-phenyl-3-(pyridin-4-yl)-4,5,6,7-tetrahydropyrazolo[1,5-a]pyrazin-5-ium chloride